(S)-N-((4-ethyl-8-fluoro-4-hydroxy-9-methoxy-3,14-dioxo-3,4,12,14-tetrahydro-1H-pyrano[3',4':6,7]indolizino[1,2-b]quinolin-11-yl)methyl)methanesulfonamide C(C)[C@]1(C(OCC=2C(N3CC=4C(=NC=5C=C(C(=CC5C4CNS(=O)(=O)C)OC)F)C3=CC21)=O)=O)O